CC(C#CO)C methyl-butynol